γ-isocyanatopropyl-trichlorosilane N(=C=O)CCC[Si](Cl)(Cl)Cl